2-((6-(4-fluorophenyl)-4-(((6-methylpyridazin-3-yl)methyl)amino)quinazolin-8-yl)oxy)acetic acid FC1=CC=C(C=C1)C=1C=C2C(=NC=NC2=C(C1)OCC(=O)O)NCC=1N=NC(=CC1)C